1-((2-(3,6-diazabicyclo[3.1.1]heptan-3-yl)-7-(oxazol-2-yl)benzo[d]oxazol-4-yl)oxy)-1,1-difluoro-2-methylpropan-2-ol C12CN(CC(N1)C2)C=2OC1=C(N2)C(=CC=C1C=1OC=CN1)OC(C(C)(O)C)(F)F